2-ethoxy-2-methyl-N-butyl-1-aza-2-silacyclopentane C(C)O[Si]1(N(CCC1)CCCC)C